CC(CCS(=O)(=O)C1=CC=C(C=C1)C#CC(C)(C)NC(OC1CCN2CCC1CC2)=O)(C)C 1-Azabicyclo[3.2.2]nonan-4-yl (4-(4-((3,3-dimethylbutyl)sulfonyl)phenyl)-2-methylbut-3-yn-2-yl)carbamate